C[C@H]1N(CCOC1)C1=NN2C(C(=N1)C1=CC=NN1C)=NN=C2C2=CC=NN2 (R)-3-methyl-4-(8-(1-methyl-1H-pyrazol-5-yl)-3-(1H-pyrazol-5-yl)-[1,2,4]triazolo[3,4-f][1,2,4]triazin-6-yl)morpholine